4-(benzo[d]thiazol-2-yl)-1-decylpyridin-1-ium bromide [Br-].S1C(=NC2=C1C=CC=C2)C2=CC=[N+](C=C2)CCCCCCCCCC